Br.C[C@@H]1N([C@@H](CNC1)C)CC(=O)NC1=CC=C(C=C1)C1C(NC(CC1)=O)=O 2-((2S,6R)-2,6-dimethylpiperazin-1-yl)-N-(4-(2,6-dioxopiperidin-3-yl)phenyl)acetamide hydrobromide